NC=1C=2N(C=CN1)C(=NC2C2=C(C(=C(C=C2)OC2=CC=CC=C2)F)F)[C@@H]2CC[C@@H](OC2)CO ((2R,5S)-5-(8-amino-1-(2,3-difluoro-4-phenoxyphenyl)imidazo[1,5-a]pyrazin-3-yl)tetrahydro-2H-pyran-2-yl)methanol